6-amino-7-fluoro-1,4-benzoxazine NC=1C(=CC2=C(N=CCO2)C1)F